racemic-tert-butyl 3-(6-(((benzyloxy) carbonyl) amino)-3-bromo-5,6,7,8-tetrahydronaphthalen-2-yl)-3,8-diazabicyclo[3.2.1]octane-8-carboxylate C(C1=CC=CC=C1)OC(=O)NC1CC=2C=C(C(=CC2CC1)N1CC2CCC(C1)N2C(=O)OC(C)(C)C)Br